Sodium Dihydroxyethylglycinate OC(CNCC(=O)[O-])O.[Na+]